C(C)(C)(C)N1N=CC(=C(C1=O)Cl)SCC1=CC=C(C=C1)C(C)(C)C 2-tert-butyl-5-(4-tert-butylbenzylthio)-4-chloro-2H-pyridazin-3-one